C1=CC=CC=2C3=CC=CC=C3C(C12)COC(=O)N(CCCC(=O)O)CC 4-((((9H-Fluoren-9-yl)methoxy)carbonyl)(ethyl)amino)butanoic acid